2-(methylthio)pyrido[3,4-d]pyrimidin-8-ol CSC=1N=CC2=C(N1)C(=NC=C2)O